N(=[N+]=[N-])CC1=C(NC2=CC=CC=C2C1=O)C1=C(C=C(C=C1C)C(C)(C)C)OC1=C(C=C(C=C1)F)OC 3-(azidomethyl)-2-[4-tert-butyl-2-(4-fluoro-2-methoxy-phenoxy)-6-methyl-phenyl]-1H-quinolin-4-one